The molecule is a hydroxy-cannabidiol that is cannabidiol in which the methyl group that is attached to the double bond of the cyclohexene ring has been oxidised to the corresponding hydroxymethyl group. It is one of the main metabolites of cannabidiol by human liver microsomes, produced particularly by CYP2C19. It has a role as a human xenobiotic metabolite. It is a hydroxy-cannabidiol, an olefinic compound, a member of resorcinols and a primary alcohol. CCCCCC1=CC(=C(C(=C1)O)[C@@H]2C=C(CC[C@H]2C(=C)C)CO)O